Cl.N1C(NCC1)=O imidazolidone hydrochloride